7-(bromomethyl)-9-(1-methyl-3-(trifluoromethyl)-1H-pyrazol-4-yl)-4-((4-methylpyridin-2-yl)methyl)-3,4-dihydrobenzo[f][1,4]oxazepin-5(2H)-one BrCC=1C=C(C2=C(C(N(CCO2)CC2=NC=CC(=C2)C)=O)C1)C=1C(=NN(C1)C)C(F)(F)F